ClC1=CC=C(C(=N1)C1=CC=NS1)N 6-chloro-2-isothiazol-5-yl-pyridin-3-amine